ClC=1C=CC(=C(C#N)C1)OC 5-chloro-2-methoxy-benzonitrile